CS(=O)(=O)CC1=CC=C(C=C1)C(C)=O 1-(4-((methylsulfonyl)methyl)phenyl)ethan-1-one